2-(4-cyano-1-piperidyl)-N-[2,2,2-trideuterio-1-methyl-1-(trideuteriomethyl)ethyl]acetamide C(#N)C1CCN(CC1)CC(=O)NC(C([2H])([2H])[2H])(C([2H])([2H])[2H])C